[Cl-].[Cl-].C1(C=CC=C1)[Zr+2]C1C=CC2=C(C=CC(=C12)C)C cyclopentadienyl-(4,7-dimethylindenyl)zirconium dichloride